2-((S)-1-[1,4]Dioxan-2-ylmethoxy)-9-(2-propoxy-ethoxy)-6,7-dihydro-pyrimido[6,1-a]isoquinolin-4-one O1[C@@H](COCC1)COC1=NC(N2C(C3=CC=C(C=C3CC2)OCCOCCC)=C1)=O